2-chloro-8-methoxy-1,7-naphthyridine ClC1=NC2=C(N=CC=C2C=C1)OC